N-(5-(4-((1-phenyl-ethyl)amino)quinazolin-6-yl)pyridin-3-yl)methanesulfonamide C1(=CC=CC=C1)C(C)NC1=NC=NC2=CC=C(C=C12)C=1C=C(C=NC1)NS(=O)(=O)C